(S)-(4-(5-fluoro-4-(3-methyl-1H-1,2,4-triazol-1-yl)pyrimidin-2-yl)piperazin-1-yl)(5-phenyl-4,5-dihydro-1H-pyrazol-1-yl)methanone FC=1C(=NC(=NC1)N1CCN(CC1)C(=O)N1N=CC[C@H]1C1=CC=CC=C1)N1N=C(N=C1)C